decyl-laurylamine C(CCCCCCCCC)NCCCCCCCCCCCC